N-(2-(7-methoxynaphthalen-1-yl)ethyl)-N-methylcyclopropylamine fumarate C(\C=C\C(=O)O)(=O)O.COC1=CC=C2C=CC=C(C2=C1)CCN(C)C1CC1